5-(2-Amino-2-methylpropanoyl)-N-(1-(4-((4-aminopiperidin-1-yl)methyl)phenyl)-2-oxo-1,2-dihydropyrimidin-4-yl)-2,5-diazabicyclo[2.2.2]octane-2-carboxamide hydrochloride salt Cl.NC(C(=O)N1C2CN(C(C1)CC2)C(=O)NC2=NC(N(C=C2)C2=CC=C(C=C2)CN2CCC(CC2)N)=O)(C)C